C(C)(C)(C)C1=CC=C(C=C1)C=1SC(=CC1)C1=CC=C(C=C1)Cl 2-(4-(tert-butyl)phenyl)-5-(4-chlorophenyl)thiophene